1-(pentafluorosulfanyl)-4-(trans-4-propylcyclohexyl)benzene FS(C1=CC=C(C=C1)[C@@H]1CC[C@H](CC1)CCC)(F)(F)(F)F